2-(2,4-dichlorophenoxy)ethyl 2-[1-[(4-methylphenyl)methyl]-5-oxopyrrolidin-2-yl]acetate CC1=CC=C(C=C1)CN1C(CCC1=O)CC(=O)OCCOC1=C(C=C(C=C1)Cl)Cl